[Na+].COC=1C=C(C=CC1)SCCCC(=O)[O-] 4-(3-Methoxy-phenylsulfanyl)-butyric acid sodium salt